ClC1=C(C=CC(=C1)Cl)\C\1=C(/C2=C(SCC1)C=C(C=C2)O)\C2=CC=C(C=C2)C=C2CN(CC2)CCCF (Z)-4-(2,4-dichlorophenyl)-5-(4-((1-(3-fluoropropyl)pyrrolidin-3-ylidene)methyl)phenyl)-2,3-dihydrobenzo[b]thiepin-8-ol